FC(C(=O)NC1=CC=CC=C1)F 2,2-difluoro-N-phenylacetamide